4-(3-((5-bromo-2-((3-methyl-1-(3-morpholinopropyl)-1H-pyrazol-4-yl)amino)pyrimidin-4-yl)amino)propyl)-1,4-oxazepan-3-one BrC=1C(=NC(=NC1)NC=1C(=NN(C1)CCCN1CCOCC1)C)NCCCN1C(COCCC1)=O